ethyl 4-(1-[(tert-butoxy)carbonyl](methyl)aminocyclopropyl)-4-oxobut-2-ynoate C(C)(C)(C)OC(=O)C1(C(C1)NC)C(C#CC(=O)OCC)=O